ClC1=NC=2OC(C3C4CCC(CN3C3=NC(=C(C(=C1F)C32)C)C)N4C(=O)OC(C)(C)C)CF tert-butyl 13-chloro-14-fluoro-9-(fluoromethyl)-16,17-dimethyl-10-oxa-2,12,18,20-tetrazapentacyclo[9.7.1.14,7.02,8.015,19]icosa-1(18),11(19),12,14,16-pentaene-20-carboxylate